6-methoxy-2-N-[(4-methoxyphenyl)methyl]Pyridine-2,3-diamine COC1=CC=C(C(=N1)NCC1=CC=C(C=C1)OC)N